ClC1=NN2C(N=CC(=C2[C@H](C)OC)NC(NC=2C=C(C(=NC2)N2N=CC(=C2)NC(CSC)=O)C(F)(F)F)=O)=C1 (S)-N-(1-(5-(3-(2-chloro-7-(1-methoxyethyl)pyrazolo[1,5-a]pyrimidin-6-yl)ureido)-3-(trifluoromethyl)pyridin-2-yl)-1H-pyrazol-4-yl)-2-(methylthio)acetamide